BrC1=CC(=CC=2C=C(OC21)CNC(=O)OC(C)(C)C)C2=C(C(=O)O)C=CC=C2 (7-bromo-2-(((tert-butoxycarbonyl)amino)methyl)benzofuran-5-yl)benzoic acid